NC1=NC=CC=C1C1=NC=2C(=NC(=CC2)C2=CC=CC=C2)N1C1=CC=C(C(=O)N2CC(CC2)C(C(=O)OC)(C)C)C=C1 methyl 2-[1-[4-[2-(2-amino-3-pyridyl)-5-phenyl-imidazo[4,5-b]pyridin-3-yl]benzoyl]pyrrolidin-3-yl]-2-methyl-propanoate